CC1(CNC2=CC(=CC=C12)NC(=O)C=1C(=NC=CC1)NCC1=CC=NC=C1)C N-(3,3-Dimethyl-2,3-dihydro-1H-indol-6-yl)-2-[(pyridin-4-ylmethyl)amino]pyridine-3-carboxamide